CN1N=CC(=C1)C=1N=C(C=2N(C1)N=CC2)OC2CCN(CC2)C(=O)OC(C)(C)C tert-butyl 4-[6-(1-methylpyrazol-4-yl)pyrazolo[1,5-a]pyrazin-4-yl]oxypiperidine-1-carboxylate